2-bromo-6-methyl-5-(1-(pyrrol-1-yl)vinyl)indolizine-7-carboxylic acid isopropyl ester C(C)(C)OC(=O)C=1C(=C(N2C=C(C=C2C1)Br)C(=C)N1C=CC=C1)C